O[C@@]1(C[C@H](N(C1)C)C(=O)O)C (2S,4R)-4-hydroxy-1,4-dimethyl-pyrrolidine-2-carboxylic acid